ethyl (1R,5S,6S)-3-azabicyclo[3.1.0]hexane-6-carboxylate [C@H]12CNC[C@@H]2C1C(=O)OCC